N-methyl-pyrrolidone nitrogen [N].CN1C(CCC1)=O